carbonyl-carboxamide C(=O)=NC=O